3-(((4,7-bis((hydroxy(hydroxymethyl)-phosphoryl)methyl)-1,4,7-triazonan-1-yl)methyl)(hydroxy)-phosphoryl)propanoic acid OP(=O)(CO)CN1CCN(CCN(CC1)CP(=O)(O)CO)CP(=O)(O)CCC(=O)O